pentanitrogen cytidine [C@@H]1([C@H](O)[C@H](O)[C@@H](CO)O1)N1C(=O)N=C(N)C=C1.[N].[N].[N].[N].[N]